3',4'-dimethoxychalcone COC=1C=C(C(/C=C/C2=CC=CC=C2)=O)C=CC1OC